CCCCCCCCC(=O)NCC1=CC(=C(C=C1)O)OC The molecule is a capsaicinoid that is the carboxamide resulting from the formal condensation of the amino group of 4-hydroxy-3-methoxybenzylamine with the carboxy group of nonanoic acid. It is the active ingredient in many pepper sprays. It has a role as a lachrymator. It is a capsaicinoid and a member of phenols.